NC1=C(C=C(C=C1)C1=CC=CC=C1)NC(C1=CC=C(C=C1)CSC1=NN2C(C(=N1)NC1=NNC(=C1)C)=CC=C2)=O N-(2-amino-5-phenylphenyl)-4-[[[4-[(5-methyl-1H-pyrazol-3-yl)amino]pyrrolo[2,1-f][1,2,4]triazin-2-yl]thio]methyl]benzamide